1-Cyclopropyl-N'-((1',5',6',7'-tetrahydro-2'H-spiro[cyclopropane-1,3'-dicyclopenta[b,e]pyridin]-8'-yl)carbamoyl)-1H-pyrazole-3-sulfonimidamide C1(CC1)N1N=C(C=C1)S(=O)(N)=NC(NC1=C2C(=NC3=C1CCC3)C3(CC2)CC3)=O